C12C(C(C(C=C1)C2)C(=O)OC)C(=O)OC (endo,endo)-dimethyl bicyclo[2.2.1]hept-5-ene-2,3-dicarboxylate